C(C)OC(=S)C1=NOC(C1)(C)C (5,5-dimethyl-4H-isoxazol-3-yl)thioformic acid ethyl ester